ClC1=C(C(=O)N2CCC(CC2)N2C(NC3=C2C=CC(=C3)C(=O)OC)=O)C=CC(=C1)Cl methyl 1-(1-(2,4-dichlorobenzoyl)piperidin-4-yl)-2-oxo-2,3-dihydro-1H-benzo[d]imidazole-5-carboxylate